C(C#C)OC(C(C)(CO)CO)=O.C1(=CC=C(C=C1)C1(CC1)NC(O)=O)C1=CC=CC=C1.FC=1C=C(C=NC1)C1CC=NN1C (5-(5-fluoropyridin-3-yl)-4,5-dihydro-1H-pyrazol-1-yl)methan 1-(biphenyl-4-yl)cyclopropylcarbamate Propargyl-2,2-bis(hydroxyl-methyl)propionate